3-(7-bromo-8-fluoro-6-formyl-2-methoxy-quinazolin-4-yl)-3,8-diazabicyclo[3.2.1]Octane-8-carboxylic acid tert-butyl ester C(C)(C)(C)OC(=O)N1C2CN(CC1CC2)C2=NC(=NC1=C(C(=C(C=C21)C=O)Br)F)OC